benzofuran-2-yl chloride O1C(=CC2=C1C=CC=C2)Cl